methyl (1R,3R,4S,5R)-3-{[(2E)-3-(3,4-dihydroxyphenyl)prop-2-enoyl]oxy}-1,4-dihydroxy-5-{[(2E)-3-(3-hydroxy-4-methoxyphenyl)prop-2-enoyl]oxy}cyclohexane-1-carboxylate OC=1C=C(C=CC1O)/C=C/C(=O)O[C@@H]1C[C@@](C[C@H]([C@H]1O)OC(\C=C\C1=CC(=C(C=C1)OC)O)=O)(C(=O)OC)O